C1(=CCCC1)C(=O)O cyclopentenoic acid